ClC1=CC=C(NC(C(ONC(C2=CC(=CC(=C2)C(F)(F)F)C(F)(F)F)=O)C)=O)C=C1 N-(2-(4-Chloroanilino)-1-methyl-2-oxoethoxy)-3,5-bis(tri-fluoro-methyl)benzamide